ClC=1C=C(C=CC1F)C1=NN(C(=C1CC1=CC(=C(C=C1)S(N)(=O)=O)F)CC1CC1)C=1SC=C(N1)C(=O)OCC ethyl 2-[3-(3-chloro-4-fluorophenyl)-5-(cyclopropylmethyl)-4-[(3-fluoro-4-sulfamoylphenyl)methyl]pyrazol-1-yl]-1,3-thiazole-4-carboxylate